tert-butyl 4-(4-(2-(2-((3-(2-(2,6-dioxopiperidin-3-yl)-1-oxoisoindolin-4-yl)prop-2-yn-1-yl)oxy)ethoxy)ethyl)piperazin-1-yl)piperidine-1-carboxylate O=C1NC(CCC1N1C(C2=CC=CC(=C2C1)C#CCOCCOCCN1CCN(CC1)C1CCN(CC1)C(=O)OC(C)(C)C)=O)=O